NCCC#CC=1C=C(OC1)C#CCCNC(C[C@H]1C=2N(C3=C(C(=N1)C1=CC=C(C=C1)Cl)C(=C(S3)C)C)C(=NN2)C)=O (S)-N-(4-(4-(4-aminobut-1-yn-1-yl)furan-2-yl)but-3-yn-1-yl)-2-(4-(4-chlorophenyl)-2,3,9-trimethyl-6H-thieno[3,2-f][1,2,4]triazolo[4,3-a][1,4]diazepin-6-yl)acetamide